BrC1=NC=CC(=C1)O 2-bromo-4-pyridyl alcohol